(R)-4-((2-hydroxy-1-(4-(trifluoromethyl)phenyl)ethyl)amino)-2-methylene-4-oxobutanoic acid OC[C@@H](C1=CC=C(C=C1)C(F)(F)F)NC(CC(C(=O)O)=C)=O